ClC1=C2C=CC(=C(C2=CC=C1)N1C(C=CC1=O)=O)CC 1-(5-chloro-2-ethylnaphthalen-1-yl)-1H-pyrrole-2,5-dione